1-methylcyclobutaneethanol CC1(CCC1)CCO